COC(/C=C/CN1CCC2(CN(C2)C(=O)OC(C)(C)C)CC1)=C=O tert-butyl (E)-7-(4-methoxy-4-carbonylbut-2-en-1-yl)-2,7-diazaspiro[3.5]nonane-2-carboxylate